COC=1C=C2CCN=CC2=CC1 6-methoxy-3,4-dihydroisoquinolin